OC=1C(NC=NC1CCC1=CC=C(C=C1)C#CC1=CC=NC=C1)=O 5-hydroxy-6-(4-(pyridin-4-ylethynyl)phenethyl)pyrimidin-4(3H)-one